5-{[2-(4-Chlorophenyl)imidazo[1,2-a]pyridin-3-yl]methyl}hexahydropyrrolo[3,4-c]pyrrol ClC1=CC=C(C=C1)C=1N=C2N(C=CC=C2)C1CN1CC2C(C1)CNC2